15,17-dihydroxy-1,2-epoxyandrost-4-ene-3-one OC1CC([C@]2(C)[C@@H]1[C@@H]1CCC3=CC(C4C([C@]3(C)[C@H]1CC2)O4)=O)O